C1=CC=C2C(=C1)C(=O)C=C(C2=O)C(=O)O The molecule is a dioxo monocarboxylic acid that is 1,4-naphthoquinone substituted at position 2 by a carboxy group. It is a dioxo monocarboxylic acid and a member of 1,4-naphthoquinones. It derives from a 1,4-naphthoquinone. It is a conjugate acid of a 1,4-naphthoquinone-2-carboxylate.